ClC=1C=CC=C2[C@H](CCOC12)NC(=O)NC1=NN(C=C1)C1=CC2=C(OC(O2)(F)F)C=C1 1-[(4S)-8-chlorochroman-4-yl]-3-[1-(2,2-difluoro-1,3-benzodioxol-5-yl)pyrazol-3-yl]urea